N1(C=NC=C1)C(=S)SCC1=CC=CC=C1 benzyl 1-imidazole-carbodithioate